1-(2-((2-((2-(benzylamino)-2-oxoethoxy)carbonyl)-4-methylthiophen-3-yl)amino)-2-oxoethyl)-1-(2-(benzylamino)-2-oxoethyl)azepan-1-ium C(C1=CC=CC=C1)NC(COC(=O)C=1SC=C(C1NC(C[N+]1(CCCCCC1)CC(=O)NCC1=CC=CC=C1)=O)C)=O